2-[(3-methoxy-2,2-dimethyl-propanoyl)amino]-4-[2-methoxyethyl-[4-(5,6,7,8-tetrahydro-1,8-naphthyridin-2-yl)butyl]amino]butanoic acid COCC(C(=O)NC(C(=O)O)CCN(CCCCC1=NC=2NCCCC2C=C1)CCOC)(C)C